C1C2CC3CC1CC(C2)(C3)N AminoAdamantane